COC=1C=C(C=C(C1OC)OC)N1C=NC(=C1)NC1=NC2=CC=CC=C2C=N1 N-(1-(3,4,5-trimethoxyphenyl)-1H-imidazol-4-yl)quinazolin-2-amine